1-nitro-2-iodo-4-Bromobenzene [N+](=O)([O-])C1=C(C=C(C=C1)Br)I